O(C1=CC=CC=C1)C1=CC=C(CCOS(=O)(=O)C2=CC=C(C=C2)C)C=C1.ClC=1C=CC=C2C(C=C(OC12)C1=C(OCCNC(C(=O)N)C)C=C(C=C1)C(F)(F)F)=O 2-[2-[2-(8-chloro-4-oxo-chromen-2-yl)-5-(trifluoromethyl)phenoxy]ethylamino]propionamide 4-phenoxyphenethyl-4-methylbenzenesulfonate